2,5-Dimercaptothiadiazol SN1SC(=CN1)S